3-chloro-2-fluoro-4-(tributylstannyl)pyridine ClC=1C(=NC=CC1[Sn](CCCC)(CCCC)CCCC)F